(2R,3R,4R,5S)-1-(2,6-difluoro-4-morpholinophenyl)-2-methylpiperidine-3,4,5-triol FC1=C(C(=CC(=C1)N1CCOCC1)F)N1[C@@H]([C@H]([C@@H]([C@H](C1)O)O)O)C